N1=CC=NC=C1B1OC(C)(C)C(C)(C)O1 6-pyrazinyl-boronic acid pinacol ester